C[C@](N)(CCC1=CC=CC=C1)C(=O)O L-α-methylhomophenylalanine